CN[C@@H]1COCCC1 (S)-N-methyltetrahydro-2H-pyran-3-amine